2-methacrylamidoethyl 4-((4-amino-2-cyclopentyl-1H-imidazo[4,5-c]quinolin-1-yl)methyl)benzylcarbamate NC1=NC=2C=CC=CC2C2=C1N=C(N2CC2=CC=C(CNC(OCCNC(C(=C)C)=O)=O)C=C2)C2CCCC2